2-methyl-5-(3-(trifluoromethyl)phenyl)-N-(3-(2-(diethylamino)propyl)-1,2,4-thiadiazol-5-yl)thiophene-3-carboxamide CC=1SC(=CC1C(=O)NC1=NC(=NS1)CC(C)N(CC)CC)C1=CC(=CC=C1)C(F)(F)F